1-[3-(1-hydroxyethyl)-6-[5-[(2-methylpyrimidin-5-yl)amino]benzimidazol-1-yl]-2-pyridyl]-5-methyl-pyrazole-3-carbonitrile OC(C)C=1C(=NC(=CC1)N1C=NC2=C1C=CC(=C2)NC=2C=NC(=NC2)C)N2N=C(C=C2C)C#N